OC1=CC=C(C=C1)C=1C(=C(C=CC1C(C1=CC=C(C=C1)O)(C)C)CC)C1=CC=C(C=C1)O bis(4-hydroxyphenyl)-4-(4-hydroxy-α,α-dimethylbenzyl)-ethylbenzene